3-[methoxy(methyl)amino]azetidine-1-carboxylic acid tert-butyl ester C(C)(C)(C)OC(=O)N1CC(C1)N(C)OC